1-(4-(6-isopropoxypyridin-3-yl)phenyl)-3-(quinoxalin-6-yl)prop-2-en-1-one C(C)(C)OC1=CC=C(C=N1)C1=CC=C(C=C1)C(C=CC=1C=C2N=CC=NC2=CC1)=O